(S)-3-(5-fluoro-3-methyl-2-oxo-2,3-dihydro-1H-benzo[d]imidazol-1-yl)-7-(3-methylpiperazin-1-yl)quinoxaline-5-carbonitrile TFA salt OC(=O)C(F)(F)F.FC1=CC2=C(N(C(N2C)=O)C=2C=NC=3C=C(C=C(C3N2)C#N)N2C[C@@H](NCC2)C)C=C1